2-[1-(3-chloro-5-fluorophenyl)pyrazol-4-yl]-N-(5-cyclopropyl-1H-pyrazol-3-yl)propanamide ClC=1C=C(C=C(C1)F)N1N=CC(=C1)C(C(=O)NC1=NNC(=C1)C1CC1)C